2-(5-(2-(diethylamino)ethyl)-2-oxo-4-(trifluoromethyl)pyridin-1(2H)-yl)-4-methylpentanoic acid C(C)N(CCC=1C(=CC(N(C1)C(C(=O)O)CC(C)C)=O)C(F)(F)F)CC